3-(2-chlorophenyl)morpholine hydrochloride Cl.ClC1=C(C=CC=C1)C1NCCOC1